1-[3-(Hexadecyloxy)-2-Hydroxypropyl]Pyridinium Chloride [Cl-].C(CCCCCCCCCCCCCCC)OCC(C[N+]1=CC=CC=C1)O